ClC=1C=C(C=CC1)N(C(C)=O)C1=NC=CC(=C1)NC(CC1=C(C=CC=C1)Cl)=O N-(3-chlorophenyl)-N-{4-[2-(2-chlorophenyl)acetylamino]pyridin-2-yl}acetamide